O=C1NN=C(C=C1C(=O)N)C1=CC=C(C=C1)C(F)(F)F 3-oxo-6-[4-(trifluoromethyl)phenyl]-2,3-dihydropyridazine-4-carboxamide